[C@@H]1(C[C@H](O)[C@@H](C)O1)N1C=NC=2C(N)=NC=NC12 2',5'-Dideoxy-adenosine